5-(2-(2,6-dioxopiperidin-3-yl)-1-oxoisoindolin-4-yl)pent-4-yn O=C1NC(CCC1N1C(C2=CC=CC(=C2C1)C#CCCC)=O)=O